2,4,6-TRIMETHYLCINNAMALDEHYDE CC1=C(C=CC=O)C(=CC(=C1)C)C